C(=O)(O)[C@H](O)[C@@H](O)C(=O)O.N1=CC=CC=C1 pyridine L-(+)-tartrate